(S)-2-amino-5-((5-aminopentyl)amino)pentanoic acid N[C@H](C(=O)O)CCCNCCCCCN